1-(3-(4-methoxyphenyl)-1,2,4-oxadiazol-5-yl)-N-(pyrrolidin-3-ylmethyl)piperidine-4-carboxamide COC1=CC=C(C=C1)C1=NOC(=N1)N1CCC(CC1)C(=O)NCC1CNCC1